4-(5-benzo[1,3]dioxol-5-yl-4-pyridin-2-yl-imidazol-2-yl)-benzamide hydrate O.O1COC2=C1C=CC(=C2)C2=C(N=C(N2)C2=CC=C(C(=O)N)C=C2)C2=NC=CC=C2